NCC1=C(C=C(C=C1)C#C[Si](C)(C)C)P(O)(O)=O (2-(Aminomethyl)-5-((trimethylsilyl)ethynyl)phenyl)phosphonic acid